The molecule is an azaphilone that is 9,9a-dihydro-2H-furo[3,2-g]isochromen-2-one substituted by an acetyl group at position 3, a hydroxy group at position 9, a 3,5-dimethylhepta-1,3-dien-1-yl group at position 6 and a methyl group at position 9a. It has been isolated from Chaetomium cupreum and exhibits antifungal activity. It has a role as an antifungal agent and a Chaetomium metabolite. It is a gamma-lactone, an azaphilone, a methyl ketone and an organic heterotricyclic compound. CC[C@H](C)/C=C(\\C)/C=C/C1=CC2=CC3=C(C(=O)O[C@]3([C@@H](C2=CO1)O)C)C(=O)C